2-methylpropyl-cyclopropylamide CC(C[N-]C1CC1)C